CC(C)N1N=CC(=N1)N 2-propan-2-yltriazol-4-amine